5-nitro-3-(2-(trifluoromethoxy)benzyl)quinazolin-4(3H)-one [N+](=O)([O-])C1=C2C(N(C=NC2=CC=C1)CC1=C(C=CC=C1)OC(F)(F)F)=O